ethyl 5-chloro-1-isobutyrimidamido-3-methyl-1H-pyrrole-2-carboxylate ClC1=CC(=C(N1NC(C(C)C)=N)C(=O)OCC)C